CN1CCC(CC1)C(=O)C1=CC=CC(=N1)NC(CCC1=CC=CC=C1)=O N-[6-(1-Methyl-piperidine-4-carbonyl)-pyridin-2-yl]-3-phenyl-propionamide